C(C)N1C2=NC(=NC(=C2N=C1N1CC(N(CC1)C)=O)N1CCC(CC1)O)C1=CC(=CC=C1)C1=NN(C=C1)C 4-(9-ethyl-6-(4-hydroxypiperidin-1-yl)-2-(3-(1-methyl-1H-pyrazol-3-yl)phenyl)-9H-purin-8-yl)-1-methylpiperazin-2-one